N-2-ethylthiourea CCNC(=S)N